ClC=1C=C(C=C2CCC(NC12)=O)C=1C=C(C=NC1)CNS(=O)(=O)CC Ethanesulfonic acid [5-(8-chloro-2-oxo-1,2,3,4-tetrahydro-quinolin-6-yl)-pyridin-3-ylmethyl]-amide